benzyl (R,Z)-7-((tert-butylsulfinyl) imino)-5-azaspiro[2.4]heptane-5-carboxylate C(C)(C)(C)[S@@](=O)\N=C\1/CN(CC12CC2)C(=O)OCC2=CC=CC=C2